9,9',9'',9'''-(4-(4,6-diphenyl-1,3,5-triazin-2-yl)-6-(pyridin-4-yl)benzene-1,2,3,5-tetrayl)tetrakis(3-(tert-butyl)-9H-carbazole) C1(=CC=CC=C1)C1=NC(=NC(=N1)C1=CC=CC=C1)C1=C(C(=C(C(=C1N1C2=CC=CC=C2C=2C=C(C=CC12)C(C)(C)C)C1=CC=NC=C1)N1C2=CC=CC=C2C=2C=C(C=CC12)C(C)(C)C)N1C2=CC=CC=C2C=2C=C(C=CC12)C(C)(C)C)N1C2=CC=CC=C2C=2C=C(C=CC12)C(C)(C)C